NC1=C(C=NN1CC)S(=O)(=O)NC=1C=CC(=C2C(=CNC12)C#N)C 5-amino-N-(3-cyano-4-methyl-1H-indol-7-yl)-1-ethyl-pyrazole-4-sulfonamide